C(C=C)N(CC=C)CCC1=CNC2=C(C=CC=C12)OC N-allyl-N-(2-(7-methoxy-1H-indol-3-yl)ethyl)prop-2-en-1-amine